BrC1OC2=C(C1)C=CC(=C2Cl)C(=O)Cl bromo-7-chloro-2,3-dihydrobenzofuran-6-carbonyl chloride